2-(Furan-2-yl)-2-oxoacetaldehyde O1C(=CC=C1)C(C=O)=O